3-chloro-6-(2,4-dimethoxypyrimidin-5-yl)-4-(pyrrolidin-1-yl)pyridazine ClC=1N=NC(=CC1N1CCCC1)C=1C(=NC(=NC1)OC)OC